COC1=C(C=C(C(=C1)N1CC2(COC2)C1)C=1C=NN(C1)C)NC=1N=C(C2=C(N1)NC=C2)NC=2C(=C1N=CC=NC1=CC2)P(C)(C)=O (6-((2-((2-methoxy-5-(1-methyl-1H-pyrazol-4-yl)-4-(2-oxa-6-azaspiro[3.3]heptan-6-yl)phenyl)amino)-7H-pyrrolo[2,3-d]pyrimidin-4-yl)amino)quinoxalin-5-yl)dimethyl-phosphine oxide